2,6-dimethyl-2,3-dihydro-1H-inden-1-ol CC1C(C2=CC(=CC=C2C1)C)O